(5Z)-7-[(1S,2S,3S,5R)-2-[(1E)-3,3-difluoro-4-phenoxy-1-buten-1-yl]-3,5-dihydroxycyclopentyl]-5-heptenoic acid isopropyl ester C(C)(C)OC(CCC\C=C/C[C@H]1[C@@H]([C@H](C[C@H]1O)O)\C=C\C(COC1=CC=CC=C1)(F)F)=O